1-[(Dimethylamino)methyl]-4-hydroxy-7-phenoxyisoquinoline-3-carboxylic acid ethyl ester C(C)OC(=O)C=1N=C(C2=CC(=CC=C2C1O)OC1=CC=CC=C1)CN(C)C